sodium-calcium stearoyl lactate C(C(O)C)(=O)OC(CCCCCCCCCCCCCCCCC)=O.[Ca].[Na]